Azetidin-3-yl-(4-(5-(trifluoromethyl)pyrimidin-2-yl)piperazin-1-yl)methanone N1CC(C1)C(=O)N1CCN(CC1)C1=NC=C(C=N1)C(F)(F)F